N-methylglycine (trifluoroacetate) FC(C(=O)O)(F)F.CNCC(=O)O